1-cyclobutylhexahydro-1H-cyclopenta[b]pyrazine-2,3-dione C1(CCC1)N1C2C(NC(C1=O)=O)CCC2